(S)-2-((4-(4-((7-azaspiro[3.5]nonan-2-yl)oxy)phenyl)-2,3,9-trimethyl-6H-thieno[3,2-f][1,2,4]triazolo[4,3-a][1,4]diazepin-6-yl)methyl)oxazole C1C(CC12CCNCC2)OC2=CC=C(C=C2)C2=N[C@H](C=1N(C3=C2C(=C(S3)C)C)C(=NN1)C)CC=1OC=CN1